5-[[3-(4-ethoxy-3-methoxyphenyl)-1,2,4-oxadiazol-5-yl]methyl]-1-phenylpyrazolo[3,4-d]pyrimidin-4-one C(C)OC1=C(C=C(C=C1)C1=NOC(=N1)CN1C=NC2=C(C1=O)C=NN2C2=CC=CC=C2)OC